2-Acetyl-5-hydroxy-3-oxo-4-hexenoic acid-d C(C)(=O)C(C(=O)O[2H])C(C=C(C)O)=O